N1=CC(=CC=C1)NC1=CC=C(C=C1)CNC1CCC(C1)O 4-[({4-[(pyridin-3-yl)amino]phenyl}methyl)amino]cyclopentan-1-ol